BrC1=CC(=C2C(=NNC2=C1)I)[N+](=O)[O-] 6-bromo-3-iodo-4-nitro-1H-indazole